NC1=CC=C(C=C1)CCCCCCCC1=CC=C(C=C1)N 1,7-bis(4-aminophenyl)heptane